COCOC1=C(C(=CC(=C1)C)C)C1=CC2=C(N=N1)N(C=C2C)C2CC(C2)(O)C (1s,3s)-3-{3-[2-(methoxymethoxy)-4,6-dimethylphenyl]-5-methyl-7H-pyrrolo[2,3-c]pyridazin-7-yl}-1-methylcyclobutanol